methylpyridin-4-amine CC1=NC=CC(=C1)N